1,4-Diisopropylbenzene C(C)(C)C1=CC=C(C=C1)C(C)C